C(C=C)(=O)OCC(COC1=CC=C(C=C1)CC1=CC=C(C=C1)OCC(COC(C=C)=O)O)O bis[4-(3-acryloxy-2-hydroxypropoxy)phenyl]methane